N-((2-(2,6-dioxopiperidin-3-yl)-1,3-dioxoisoindolin-5-yl)methyl)-4,9-dioxo-4,9-Dihydronaphtho[2,3-b]furan-2-carboxamide O=C1NC(CCC1N1C(C2=CC=C(C=C2C1=O)CNC(=O)C1=CC2=C(O1)C(C1=CC=CC=C1C2=O)=O)=O)=O